O1C=CC2=C1C=C(C=C2)C=2C=C1CN(CC1=CC2)C(=O)NC2=CNC1=CC=C(C=C21)Cl 5-benzofuran-6-yl-N-(5-chloro-1H-indol-3-yl)isoindoline-2-carboxamide